CN(CCNC(=O)C1=CC2=C(C(N(C=C2C2=CC(N(C=C2OC2=C(C=C(C=C2C)F)C)C)=O)C)=O)N1)C N-(2-(dimethylamino)ethyl)-4-(5-(4-fluoro-2,6-dimethylphenoxy)-1-methyl-2-oxo-1,2-dihydropyridin-4-yl)-6-methyl-7-oxo-6,7-dihydro-1H-pyrrolo[2,3-c]pyridine-2-carboxamide